CC(C)(C)C1=CC(=C2C=C(C=CC=C12)S(=O)(=O)O)C(C)(C)C 1,3-bis(1,1-dimethylethyl)-5-azulenesulfonic acid